2-(5-(2-((2,3-dihydro-1H-inden-2-yl)amino)pyrimidin-5-yl)-1,3,4-oxadiazol-2-yl)-1-(1,4,6,7-tetrahydro-5H-[1,2,3]triazolo[4,5-c]pyridin-5-yl)ethan-1-one C1C(CC2=CC=CC=C12)NC1=NC=C(C=N1)C1=NN=C(O1)CC(=O)N1CC2=C(CC1)NN=N2